(R)-2-chloro-N-(2,4-dimethoxybenzyl)-4-(3-(dimethylamino)-3-(3-(trifluoromethyl)-phenethyl)piperidin-1-yl)-N-(pyrimidin-4-yl)benzenesulfonamide ClC1=C(C=CC(=C1)N1C[C@](CCC1)(CCC1=CC(=CC=C1)C(F)(F)F)N(C)C)S(=O)(=O)N(C1=NC=NC=C1)CC1=C(C=C(C=C1)OC)OC